C1(CCCC1)C#N cyclopentane-1-carbonitrile